C1(CC1)C(C(=O)N1C[C@H]2OC3=C([C@@H]1C2)C=NC=C3C#N)(C)C (2S,5S)-4-(2-cyclopropyl-2-methylpropanoyl)-2,3,4,5-tetrahydro-2,5-methanopyrido[3,4-f][1,4]oxazepine-9-carbonitrile